C(C)(C)(C)C1=NN(C(=C1)NC(=O)C1=CSC=2CN(CCC21)C(=O)C2=CN=C1N2C=CC=C1)C N-(3-(tert-butyl)-1-methyl-1H-pyrazol-5-yl)-6-(imidazo[1,2-a]pyridine-3-carbonyl)-4,5,6,7-tetrahydrothieno[2,3-c]pyridine-3-carboxamide